(1S,2r)-2-((S)-5-chloro-1-((2-oxopyrrolidin-1-yl)methyl)-8-(pyridin-3-ylmethoxy)-1,2,3,4-tetrahydroisoquinoline-2-carbonyl)-N-methylcyclohexane-1-carboxamide ClC1=C2CCN([C@@H](C2=C(C=C1)OCC=1C=NC=CC1)CN1C(CCC1)=O)C(=O)[C@H]1[C@H](CCCC1)C(=O)NC